(R/S)-2-(3-(4-chlorophenyl)-3-hydroxypyrrolidin-1-yl)-4-((1-(hydroxymethyl)cyclobutyl)amino)-6,7-dihydrothieno[3,2-d]pyrimidine 5-oxide ClC1=CC=C(C=C1)C1(CN(CC1)C=1N=C(C2=C(N1)CC[S@]2=O)NC2(CCC2)CO)O |r|